5-Carboxy-2'-deoxycytidine ethyl-2-((1-(tert-butoxycarbonyl)piperidin-4-yl)amino)-4-ethoxypyrimidine-5-carboxylate C(C)C1=C(C(=NC(=N1)NC1CCN(CC1)C(=O)OC(C)(C)C)OCC)C(=O)OC[C@@H]1[C@H](C[C@@H](O1)N1C(=O)N=C(N)C(=C1)C(=O)O)O